(2'-methyl-Amino-1,1'-biphenyl-2-yl)palladium(II) CC1=C(C=CC=C1)C1=C(C(=CC=C1)N)[Pd+]